(S)-18-[4-(1-{4-[3-(2-Carboxy-1-cyclopropyl-ethyl)-phenoxymethyl]-2'-fluoro-5'-methoxy-biphenyl-2-yl}-1-methyl-ethyl)-[1,2,3]triazol-1-yl]-octadecanoic acid C(=O)(O)C[C@@H](C1CC1)C=1C=C(OCC2=CC(=C(C=C2)C2=C(C=CC(=C2)OC)F)C(C)(C)C=2N=NN(C2)CCCCCCCCCCCCCCCCCC(=O)O)C=CC1